NC1=C(C=C(C=C1)C1=CC=CC=C1)C(F)(F)F 4-amino-3-(trifluoromethyl)biphenyl